[Fe+2].C(C)C1=C(N)C(=CC=C1)CC 2,6-diethyl-aniline iron (II)